C(C)(=O)OC[C@H]1CN(CCN1C1=NC=C(C(=C1)C)C(F)(F)F)C(=O)OC(C)(C)C t-butyl (R)-3-(acetyloxymethyl)-4-(4-methyl-5-(trifluoromethyl)pyridin-2-yl)piperazin-1-carboxylate